2-(4-(ethyl-sulfonyl)-1,4-diazepane-1-carbonyl)anthracene-9,10-dione C(C)S(=O)(=O)N1CCN(CCC1)C(=O)C1=CC=2C(C3=CC=CC=C3C(C2C=C1)=O)=O